[2-(2,6-dioxopiperidin-3-yl)-4-(2-methylpropoxy)-3-oxo-2,3-dihydro-1H-isoindol-5-yl]methyl N-[4-(3,4-difluorophenoxy) phenyl]carbamate FC=1C=C(OC2=CC=C(C=C2)NC(OCC=2C(=C3C(N(CC3=CC2)C2C(NC(CC2)=O)=O)=O)OCC(C)C)=O)C=CC1F